The molecule is a phenyl sulfate oxoanion that is the conjugate base of 4-ethylphenyl sulfate, obtained by deprotonation of the sulfate group; major species at pH 7.3. It has a role as a human metabolite, a uremic toxin and a gut flora metabolite. It is a tautomer of a 4-ethylphenyl sulfate. CCC1=CC=C(C=C1)OS(=O)(=O)[O-]